ClC=1C2=CNN=C2C=C(C1)C=1C=2N(C(=NC1C)N1CCC3([C@@H]([C@@H](OC3)C)N)CC1)C=CN2 (3S,4S)-8-[8-(4-chloro-2H-indazol-6-yl)-7-methylimidazo[1,2-c]pyrimidin-5-yl]-3-methyl-2-oxa-8-azaspiro[4.5]decan-4-amine